NC1=NC=NN2C1=C(C=C2C=2C=NC(=C(C(=O)N[C@@H]1CN(C[C@@H]1F)C(C(CNC(OC(C)(C)C)=O)(C)C)=O)C2)OC)C(F)(F)F tert-butyl (3-((3R,4S)-3-(5-(4-amino-5-(trifluoromethyl)pyrrolo[2,1-f][1,2,4]triazin-7-yl)-2-methoxynicotinamido)-4-fluoropyrrolidin-1-yl)-2,2-dimethyl-3-oxopropyl)carbamate